4'-n-octoxy-4-cyanobiphenyl C(CCCCCCC)OC1=CC=C(C=C1)C1=CC=C(C=C1)C#N